(2'S,3S,6'S)-1-[(4-methoxyphenyl)methyl]-2'-methyl-6'-(1-methyltriazol-4-yl)-5-(trifluoromethyl)spiro[indoline-3,4'-piperidin]-2-one COC1=CC=C(C=C1)CN1C([C@]2(C[C@@H](N[C@@H](C2)C=2N=NN(C2)C)C)C2=CC(=CC=C12)C(F)(F)F)=O